S1C=CC=2CN(CCC21)CC(CN2C(C1=CC=CC=C1CC2)=O)O 3-(6,7-dihydrothieno[3,2-c]pyridin-5(4H)-yl)-2-hydroxypropyl-3,4-dihydroisoquinolin-1(2H)-one